CC1=CC(=C2C(=N1)C1=CC=C(C=C1C2C2=CC=CC=C2)C)C(F)(F)F 2,7-Dimethyl-5-phenyl-4-(trifluoromethyl)-5H-indeno[1,2-b]pyridine